(R)-3-(6-(2-Benzyl-4-((2-methoxyethyl)sulfonyl)piperazin-1-yl)-1-methyl-1H-pyrazolo[3,4-d]pyrimidin-3-yl)-2,6-difluoro-5-(trifluoromethyl)phenol C(C1=CC=CC=C1)[C@H]1N(CCN(C1)S(=O)(=O)CCOC)C1=NC=C2C(=N1)N(N=C2C=2C(=C(C(=C(C2)C(F)(F)F)F)O)F)C